O1C(CCCC1)OCCOCCO 2-(2-((tetrahydro-2H-pyran-2-yl)oxy)ethoxy)ethan-1-ol